C(N)(=O)C=1C=CC2=C(N=C(C3=CC=NC=C23)NCCN(C(CCCN(C(OC(C)(C)C)=O)CC2=CC(=C(C=C2)C2=CC=CC=C2)Cl)=O)C)C1 tert-Butyl (4-((2-((8-carbamoylbenzo[c][2,6]naphthyridin-5-yl)amino)ethyl)(methyl)amino)-4-oxobutyl)((2-chloro-[1,1'-biphenyl]-4-yl)methyl)carbamate